ClC=1C(=CC=C2N=CC(=NC12)C=1C=NN(C1)CC1CNCCO1)OC1=CC2=C(N=C(N2)C)C=C1 2-[[4-[8-Chloro-7-[(2-methyl-3H-benzimidazol-5-yl)oxy]quinoxalin-2-yl]pyrazol-1-yl]methyl]morpholine